C(C)OC(=O)C=1NC2=CC(=CC(=C2C1)NC1=CC(=C(C=C1)F)OCC)NC(C)=O 4-((3-ethoxy-4-fluorophenyl)amino)-6-acetylamino-1H-indole-2-carboxylic acid ethyl ester